[Nb].[Li].COCCC(=O)NC1CCC2=CC(=CC=C12)C1=NOC(C1)(C1=CC(=CC=C1)C(F)(F)F)C(F)(F)F 3-methoxy-N-(5-{5-(trifluoromethyl)-5-[3-(trifluoromethyl)phenyl]-4,5-dihydro-1,2-oxazol-3-yl}indan-1-yl)propionamide Lithium-niobium